ClC1=C(C=C(C#N)C=C1)C=1COCCCN1 4-chloro-3-(2,5,6,7-tetrahydro-1,4-oxaazepin-3-yl)benzonitrile